C(C)(C)(C)OC(NCC1=CC(=CC=C1)N1N=C2C=C(C=CC2=C1)Br)=O (3-(6-bromo-2H-indazol-2-yl)benzyl)carbamic acid tert-butyl ester